C(C)(C)(C)OC=1C=CC(=C(C1)NC(OC1=CC=CC=C1)=O)F phenyl (5-(tert-butoxy)-2-fluorophenyl)carbamate